OC1=CC2=C(OC3=C(O2)C=CC=C3O)C=C1 2,6-dihydroxydibenzo-p-dioxine